O=C(NCCCNC)CCC(NCCOCC)=O 7,10-dioxo-14-oxa-2,6,11-triazahexadecane